CC1=CC=C(C=C1)S(=O)(=O)O.N1N=C(C=C1)C(=O)N 1H-pyrazole-3-carboxamide mono-p-toluenesulfonate salt